C(C)(C)N(P(N(C(C)C)C(C)C)OCCCC1CCCC1)C(C)C N,N,N',N'-tetraisopropyl-1-(3-cyclopentylpropyloxy)phosphanediamine